NC1=C(C=C(C#N)C=C1)NCC1=C(C=C(C=C1)C(F)(F)F)C(F)(F)F 4-Amino-3-[[[2,4-bis(trifluoromethyl)phenyl]methyl]amino]benzonitrile